N-((1-((3-((5-ethyl-2-methoxyphenyl)sulfonamido)-4-methoxybenzo[d]isoxazol-6-yl)methyl)-1H-pyrazol-4-yl)methyl)-1H-imidazole-1-carboxamide C(C)C=1C=CC(=C(C1)S(=O)(=O)NC1=NOC2=C1C(=CC(=C2)CN2N=CC(=C2)CNC(=O)N2C=NC=C2)OC)OC